Ethyl (3S)-3-{2-[(1R)-1-hydroxyethyl]-1H-imidazo[4,5-d]thieno[3,2-b]pyridin-1-yl}piperidine-1-carboxylate O[C@H](C)C1=NC=2C(=C3C(=NC2)C=CS3)N1[C@@H]1CN(CCC1)C(=O)OCC